N1(CCC1)C[C@H]([C@H](O)C1=CC(=C(C=C1)OC1CC1)Cl)NC(=O)[C@H]1CN(CC1)C1=CC=C(C=C1)Cl (R)-N-((1R,2R)-3-(azetidin-1-yl)-1-(3-chloro-4-cyclopropoxyphenyl)-1-hydroxypropan-2-yl)-1-(4-chlorophenyl)pyrrolidine-3-carboxamide